N-(4-chlorobenzyl)-2-(methylamino)-5,6-dihydrothieno[2,3-h]quinazoline-8-carboxamide ClC1=CC=C(CNC(=O)C2=CC3=C(CCC=4C=NC(=NC34)NC)S2)C=C1